3-[3-[[(1R)-1-[2-[6-(Difluoromethyl)-2-pyridyl]-3,6-dimethyl-4-oxo-chromen-8-yl]ethyl]amino]-2-pyridyl]-4H-1,2,4-oxadiazol-5-one FC(C1=CC=CC(=N1)C=1OC2=C(C=C(C=C2C(C1C)=O)C)[C@@H](C)NC=1C(=NC=CC1)C1=NOC(N1)=O)F